3,6-dibromo-1,2,4-triazine BrC=1N=NC(=CN1)Br